isopropyl (S)-2-((S)-3-(7-cyano-1H-indol-3-yl)-2-hydroxypropanamido)-6-diazo-5-oxohexanoate C(#N)C=1C=CC=C2C(=CNC12)C[C@@H](C(=O)N[C@H](C(=O)OC(C)C)CCC(C=[N+]=[N-])=O)O